OC1=CC=2CC[C@H]3[C@@H]4CCC[C@@]4(C)CC[C@@H]3C2C=C1 3-hydroxyestra-1,3,5(10)-triene